7-(4-amino-3-cyanophenyl)-1-cyclopropyl-6-fluoro-8-methoxy-4-oxo-1,4-dihydroquinoline-3-carboxylic acid ethyl ester C(C)OC(=O)C1=CN(C2=C(C(=C(C=C2C1=O)F)C1=CC(=C(C=C1)N)C#N)OC)C1CC1